ClC(CCOCC(COCCC(=O)Cl)(COCCC(=O)Cl)CC)=O 3,3'-[[2-[(3-chloro-3-oxopropoxy)methyl]-2-ethyl-1,3-propanediyl]bis(oxy)]bis-propanoyl chloride